CC(C)(C)OC(=O)N1CCC(CC1)CCN1CCN(CC1)C=1C=C2C(N(C(C2=CC1)=O)C1C(NC(CC1)=O)=O)=O 4-(2-{4-[2-(2,6-dioxo-hexahydropyridin-3-yl)-1,3-dioxo-2,3-dihydro-1H-isoindol-5-yl]piperazin-1-yl}ethyl)hexahydropyridine-1-carboxylic acid 2-methylpropan-2-yl ester